C1=CC=CC=2C3=CC=CC=C3N(C12)C1=CC=C(C=C1)C1=CC=C(C=C1)C1=NC2=C(N1)C1=CC=CC=C1C=1C=CC=CC12 2-(4'-(9H-carbazol-9-yl)-[1,1'-biphenyl]-4-yl)-1H-phenanthro[9,10-d]imidazole